N-β-aminoethyl-β-aminopropylmethyldimethoxysilane NCCNC(C[Si](OC)(OC)C)C